ClC=1N(C2=CC=C(C=C2C1C=O)Cl)CCOCC 2,5-dichloro-1-(2-ethoxyethyl)-1H-indole-3-carbaldehyde